AZEPINO[4,5-B]INDOLONE C1(C=NC=CC=2NC=3C=CC=CC3C21)=O